ClC1=C(C(=CC=C1)Cl)COC=1C=NC(=NC1)N1C[C@H](OC[C@@H]1C)CO [(2S,5S)-4-{5-[(2,6-dichlorophenyl)methoxy]pyrimidin-2-yl}-5-methylmorpholin-2-yl]methanol